7-(5,6-dimethyl-1-(tetrahydro-2H-pyran-2-yl)-1H-indazol-4-yl)-2-((hexahydro-1H-pyrrolizin-7a-yl)methoxy)-5,6,7,8-tetrahydropyrido[3,4-d]pyrimidin-4-yl 4-methylbenzenesulfonate CC1=CC=C(C=C1)S(=O)(=O)OC=1C2=C(N=C(N1)OCC13CCCN3CCC1)CN(CC2)C2=C1C=NN(C1=CC(=C2C)C)C2OCCCC2